C(C)(C)(C)OC(=O)N1CCC(C1)O[Si](C)(C)C(C)(C)C 4-((tert-butyldimethylsilyl)oxy)tetrahydropyrrole-1-carboxylic acid tert-butyl ester